C1(CC1)COC1=C(N=CC(=N1)C(=O)NC(C(=O)OCF)(CC)CC)N1CC(C1)OC fluoromethyl 2-{[6-(cyclopropylmethoxy)-5-(3-methoxyazetidin-1-yl)pyrazine-2-carbonyl] amino}-2-ethylbutanoate